(S)-2-((4-(6-((5-Fluoro-1-(oxetan-3-yl)-1H-indazol-6-yl)methoxy)pyridine-2-yl)piperidin-1-yl)methyl)-1-(oxetan-2-ylmethyl)-1H-benzo[d]imidazole-6-carboxylic acid FC=1C=C2C=NN(C2=CC1COC1=CC=CC(=N1)C1CCN(CC1)CC1=NC2=C(N1C[C@H]1OCC1)C=C(C=C2)C(=O)O)C2COC2